ClC1=NC=C(C(=N1)Cl)CN(C(=O)NC1=C(C=C(C=C1)OC)OC)C1=C(C=CC=C1C)C ((2,4-dichloropyrimidin-5-yl)methyl)-3-(2,4-dimethoxyphenyl)1-(2,6-dimethylphenyl)urea